Allyl (tert-butoxycarbonyl)glycinate C(C)(C)(C)OC(=O)NCC(=O)OCC=C